N-octanoyl-L-alanine sodium salt [Na+].C(CCCCCCC)(=O)N[C@@H](C)C(=O)[O-]